CC1=C(C(=NO1)C=1C=NC(=CC1)C)COC=1C=C2CCN(CC2=CN1)C(=O)C1CC[SH4]CC1 4-(6-{[5-methyl-3-(6-methylpyridin-3-yl)-1,2-oxazol-4-yl]methoxy}-1,2,3,4-tetrahydro-2,7-naphthyridine-2-carbonyl)-1λ6-thiacyclohexane